1,3,4-trimethyl-pyrazole CN1N=C(C(=C1)C)C